5-methoxy-(thiazolo[4,5-B]pyridine) COC1=CC=C2C(=N1)N=CS2